O1COC2=C1C=CC=C2C[C@@H](CC2=CC=1CN(CCC1S2)C(=O)N)N(C)C ((S)-3-(benzo[d][1,3]dioxol-4-yl)-2-(dimethylamino)propyl)-6,7-dihydrothieno[3,2-c]pyridine-5(4H)-carboxamide